tert-Butyl 4-(3-acetyl-4-(4,4,5,5-tetramethyl-1,3,2-dioxaborolan-2-yl)phenyl)piperazine-1-carboxylate C(C)(=O)C=1C=C(C=CC1B1OC(C(O1)(C)C)(C)C)N1CCN(CC1)C(=O)OC(C)(C)C